1-(2,6,6-Trimethyl-1-cyclohexen-1-yl)-1-penten-3-one CC1=C(C(CCC1)(C)C)C=CC(CC)=O